ClC[C@]1([C@@H](C[C@@H](O1)N1C(NC(C(=C1)C)=O)=O)O)CO 1-[(2R,4R,5R)-5-(chloromethyl)-4-hydroxy-5-(hydroxymethyl)oxolan-2-yl]-5-methyl-3H-pyrimidine-2,4-dione